ClC1=C(C(=CC=C1)F)C1=NOC(=C1COC1CC1)C=1C=NN(C1C(F)(F)F)C1=CC(=CC=C1)Cl 3-(2-Chloro-6-fluorophenyl)-5-(1-(3-chlorophenyl)-5-(trifluoromethyl)-1H-pyrazol-4-yl)-4-(cyclopropoxymethyl)isoxazole